2-methoxy-1-(4-(4-(4-(1-(pent-3-yl)-1H-pyrazol-4-yl)pyrazolo[1,5-a]pyrazin-6-yl)-1H-pyrazol-1-yl)piperidin-1-yl)ethanone COCC(=O)N1CCC(CC1)N1N=CC(=C1)C=1N=C(C=2N(C1)N=CC2)C=2C=NN(C2)C(CC)CC